FC=1C=C(C=CC1)N1N=C2C=CC=CC2=C1 2-(3-fluorophenyl)indazole